2-amino-3-methyl-N-((5S)-5,6,7,8-tetrahydro-5-quinoxalinyl)-N-((5-(trifluoromethyl)-2-pyridinyl)methyl)-6-quinolinecarboxamide NC1=NC2=CC=C(C=C2C=C1C)C(=O)N(CC1=NC=C(C=C1)C(F)(F)F)[C@@H]1C=2N=CC=NC2CCC1